P(=O)(OC[C@]1(O[C@H]([C@@H]([C@@H]1O)O)C1=CC=C2C(=NC=NN21)N)C#N)(OC[C@@H](CCCCCCCCCCCCCCCCCCC)OCC2=CC(=CC(=C2)C#N)Cl)O ((2R,3S,4R,5S)-5-(4-aminopyrrolo[2,1-f][1,2,4]triazin-7-yl)-2-cyano-3,4-dihydroxytetrahydrofuran-2-yl)methyl ((R)-2-((3-chloro-5-cyanobenzyl)oxy)henicosyl) hydrogen phosphate